NC=1NC(/C(/N1)=C/C1=CC(=C(C(=C1)OC)OC)OC)=O (Z)-2-amino-4-[(3,4,5-trimethoxyphenyl)methylene]-2-imidazolin-5-one